ClC=1N=C(N2C1C(=CC(=C2)S(=O)(=O)NC2(CC2)C#N)N2C[C@H](N(CC2)C(C(C)C)=O)C)C=2SC(=NN2)C(F)(F)F (R)-1-chloro-N-(1-cyanocyclopropyl)-8-(4-isobutyryl-3-methylpiperazin-1-yl)-3-(5-(trifluoromethyl)-1,3,4-thiadiazol-2-yl)imidazo[1,5-a]pyridine-6-sulfonamide